CS(=O)(=O)CC1CN(C1)C=1C=CC(=C2C=C(N=CC12)NC1=NC(=NC=C1)N1CCOCC1)C(C)C 8-[3-(methanesulfonylmeth-yl)azetidin-1-yl]-N-[2-(morpholin-4-yl)pyrimidin-4-yl]-5-(propan-2-yl)isoquinolin-3-amine